ClC1=CN=CC(=N1)OC1C(CN(CC1)C(=O)OC(C)(C)C)C(F)(F)F tert-butyl 4-((6-chloropyrazin-2-yl)oxy)-3-(trifluoromethyl)piperidine-1-carboxylate